N-(5-(1H-isochromen-3-yl)-8-(methylamino)-2,7-naphthyridin-3-yl)cyclopropanecarboxamide C1OC(=CC2=CC=CC=C12)C1=C2C=C(N=CC2=C(N=C1)NC)NC(=O)C1CC1